C(#N)/C(/C(=O)OCC)=C(\C(C)C)/OC ethyl (Z)-2-cyano-3-methoxy-4-methylpent-2-enoate